(R)-3-amino-1-(2-((6-amino-9H-purin-9-yl)methyl)-4-fluoro-3-(((S)-3-fluoropyrrolidin-1-yl)methyl)phenyl)-N-cyclopropylpyrrolidine-3-carboxamide N[C@]1(CN(CC1)C1=C(C(=C(C=C1)F)CN1C[C@H](CC1)F)CN1C2=NC=NC(=C2N=C1)N)C(=O)NC1CC1